N-(4-aminobutyl)-2-[2-(2,6-dioxopiperidin-3-yl)-1,3-dioxoisoindol-4-yl]oxyacetamide NCCCCNC(COC1=C2C(N(C(C2=CC=C1)=O)C1C(NC(CC1)=O)=O)=O)=O